FC1=CC=C2C=NC(=NC2=C1)NC1=CC=C(C=C1)N1CCN(CC1)C 7-fluoro-2-((4-(4-methylpiperazin-1-yl)phenyl)amino)quinazolin